6-(2-(3-(3-Chloropyridin-4-yl)-5-cyclopropylisoxazol-4-yl)-7-azaspiro[3.5]non-1-en-7-yl)chinolin ClC=1C=NC=CC1C1=NOC(=C1C1=CC2(C1)CCN(CC2)C=2C=C1C=CC=NC1=CC2)C2CC2